ClC=1C=CC=C(C1)C1=C(C=CC=C1C(C)C)C(C)C 5-chloro-2',6'-diisopropyl-[1,1'-biphenyl]